(E,Z)-3,7,11-Trimethyl-2,6,10-dodecatrien-1-ol C\C(=C/CO)\CC\C=C(/CCC=C(C)C)\C